CC1(CN(C1)C1=NC=2N(C=C1)N=CC2C(=O)OCC)C 1-Ethyl 5-(3,3-dimethylazetidin-1-yl)pyrazolo[1,5-a]pyrimidine-3-carboxylate